(1S)-1-[3-(2-cyclopentyl-4-pyridyl)-1,2,4-oxadiazol-5-yl]ethanamine hydrochloride Cl.C1(CCCC1)C1=NC=CC(=C1)C1=NOC(=N1)[C@H](C)N